Methyl (2R)-2-((tetrahydro-2H-pyran-2-yl)oxy)propanoate O1C(CCCC1)O[C@@H](C(=O)OC)C